2-hydroxy-1-methylethyl α-chloroacrylate ClC(C(=O)OC(CO)C)=C